(R)-N-((R)-1-((2-cyanopropan-2-yl)sulfonyl)-2-(3-fluoro-8-(prop-1-yn-1-yl)dibenzo[b,d]thiophen-2-yl)propan-2-yl)-2-methylpropane-2-sulfinamide C(#N)C(C)(C)S(=O)(=O)C[C@@](C)(C1=CC2=C(SC3=C2C=C(C=C3)C#CC)C=C1F)N[S@](=O)C(C)(C)C